CC=1N=CC=2C(N1)=C(C(N(C2)N2CCOCC2)=O)C2=CC=C(C=C2)S(=O)(=O)C 2-methyl-8-(4-methylsulfonylphenyl)-6-N-morpholino-pyrido[4,3-d]Pyrimidin-7-one